C1(=CC(=CC=C1)C=1N=NN(N1)CC=1C=NC=CC1)C1=CC=CC=C1 3-((5-([1,1'-biphenyl]-3-yl)-2H-tetrazol-2-yl)methyl)pyridine